CC(CCC)OCCC propyl methyl-butyl ether